C(N)(=N)C=1C=C(SC1)[C@@H](CO)NC(=O)[C@H]1N(C[C@](C1)(COC)F)C(CNC(=O)C=1C=CC=2C(C3=CC=CC=C3C2C1)(F)F)=O (2S,4R)-N-((R)-1-(4-carbamimidoylthiophen-2-yl)-2-hydroxyethyl)-1-((9,9-difluoro-9H-fluorene-3-carbonyl)glycyl)-4-fluoro-4-(methoxymethyl)pyrrolidine-2-carboxamide